CS(=O)(=O)C1=CC(=C(C=C1)NCC#CC=1N(C2=CC=CC(=C2C1)NC1CCN(CC1)CC(COC)O)CCC(F)(F)F)OC 1-{4-[(2-{3-[(4-methanesulfonyl-2-methoxyphenyl)amino]prop-1-yn-1-yl}-1-(3,3,3-trifluoropropyl)-1H-indol-4-yl)amino]piperidin-1-yl}-3-methoxypropan-2-ol